Trans-2-[4-[2-[(1R)-1-hydroxyethyl]-6-(methylamino)imidazo[4,5-c]pyridin-1-yl]cyclohexyl]acetonitrile L-tartrate C(=O)(O)[C@H](O)[C@@H](O)C(=O)O.O[C@H](C)C=1N(C2=C(C=NC(=C2)NC)N1)[C@@H]1CC[C@H](CC1)CC#N